2-(4-(4-AMINO-2-(TRIFLUOROMETHYL)BENZYL)PIPERAZIN-1-YL)ETHANE-1-SULFONIC ACID NC1=CC(=C(CN2CCN(CC2)CCS(=O)(=O)O)C=C1)C(F)(F)F